C(C)OC(=O)C=1N=NN(C1CC1=CC=C(C=C1)I)CC1=CC=C(C=C1)OC 5-(4-iodobenzyl)-1-(4-methoxybenzyl)-1H-1,2,3-triazole-4-carboxylic acid ethyl ester